COC(=O)[C@@H]1CC[C@H](CC1)N.CN(CCC[Si](OC)(OC)OC)C [3-(dimethylamino)propyl]trimethoxysilane trans-methyl-4-aminocyclohexane-1-carboxylate